CO/C=C(\C)/C=1C=C(C=CC1)C1(COC1)C(=O)OC methyl 3-[3-[(E)-2-methoxy-1-methyl-vinyl]phenyl]oxetane-3-carboxylate